(R)-3-AMINOTETRAHYDROFURAN-3-CARBOXYLIC ACID N[C@]1(COCC1)C(=O)O